(4-methyl-4-(methylsulfonyl)cyclohexyl)carbamic acid tert-butyl ester C(C)(C)(C)OC(NC1CCC(CC1)(S(=O)(=O)C)C)=O